secondary octyl-zinc C(C)(CCCCCC)[Zn]